3-(2-ethoxy-5-(trifluoromethyl)phenyl)-1-methyl-1-(2-(1-methyl-1H-imidazo[1,2-b]pyrazole-7-carbonyl)-2-azaspiro[3.3]heptan-6-yl)urea C(C)OC1=C(C=C(C=C1)C(F)(F)F)NC(N(C1CC2(CN(C2)C(=O)C2=C3N(N=C2)C=CN3C)C1)C)=O